N1C(C=CC2=CC=CN=C12)=O.P(=O)(O)(O)O phosphate-naphthyridone